COC1=NC(=NC(=C1)OC)NC(=O)NS(=O)(=O)C1=C(C(=O)N(C)C)C=CC=N1 2-(4,6-dimethoxy-2-pyrimidinylcarbamoyl-sulfamoyl)-N,N-dimethyl-nicotinamide